Cl.NC1=C2N(C(N(C2=NC=N1)C1CCNCC1)=O)C1=CC(=C(C=C1)OC1=CC=C(C=C1)OC)C 6-amino-7-[4-(4-methoxyphenoxy)-3-methylphenyl]-9-(piperidin-4-yl)purin-8-one hydrochloride